(3R,7S)-2-(3,4-dichlorobenzoyl)-7-(hydroxymethyl)-9-(1-(4-(2-hydroxypropan-2-yl)phenyl)ethyl)-3-methyl-1,2,3,4,8,9-hexahydropyrido[4',3':3,4]pyrazolo[1,5-a]pyrazin-10(7H)-one ClC=1C=C(C(=O)N2CC=3C(=NN4C3C(N(C[C@H]4CO)C(C)C4=CC=C(C=C4)C(C)(C)O)=O)C[C@H]2C)C=CC1Cl